CN1N=CC(=C1)C=1C=CC=2N(C1)N=CC2N2CCN(CC2)C2=NC=C(C=N2)CCC(O)C2=CC=CC=C2 3-(2-(4-(6-(1-methyl-1H-pyrazol-4-yl)pyrazolo[1,5-a]pyridin-3-yl)piperazin-1-yl)pyrimidin-5-yl)-1-phenylpropan-1-ol